(R)-4-fluoro-N-{1-[2-hydroxycarbamoyl-1-(4'-hydroxymethyl-biphenyl-4-ylmethyl)-ethyl]-1H-[1,2,3]triazol-4-ylmethyl}-benzamide FC1=CC=C(C(=O)NCC=2N=NN(C2)[C@@H](CC(NO)=O)CC2=CC=C(C=C2)C2=CC=C(C=C2)CO)C=C1